[F-].C(CC)[N+]1=CC(=CC=C1)CCCC 1-propyl-3-butylpyridinium fluoride salt